tert-butyl N-[(2S,11S)-6-bromo-2-[[(1S)-3-carbamoyl-1-(diphenylmethylcarbamoyl)propyl]carbamoyl]-12-oxo-1-azatricyclo[6.4.1.0[4,13]]trideca-4(13),5,7-trien-11-yl]carbamate BrC1=CC=2C[C@H](N3C([C@H](CCC(=C1)C32)NC(OC(C)(C)C)=O)=O)C(N[C@@H](CCC(N)=O)C(NC(C3=CC=CC=C3)C3=CC=CC=C3)=O)=O